NC1=NC=CC=C1C1=NC=2C(=NC(=CC2)C2=CC=CC=C2)N1C1=CC=C(C(=O)N2CC(CCC2)C(=O)OC)C=C1 methyl 1-[4-[2-(2-amino-3-pyridyl)-5-phenyl-imidazo[4,5-b]pyridin-3-yl]benzoyl]piperidine-3-carboxylate